COC(=O)C1=CC=C2C(N(C(NC2=C1)=O)CC)=O 3-ethyl-2,4-dioxo-1,2,3,4-tetrahydroquinazoline-7-carboxylic acid methyl ester